N-(2-((2,5-dichloropyrimidin-4-yl)amino)-6-methylphenyl)-N-methylacetamide ClC1=NC=C(C(=N1)NC1=C(C(=CC=C1)C)N(C(C)=O)C)Cl